3-bromo-5-difluoromethyl-1-methyl-1H-1,2,4-triazole BrC1=NN(C(=N1)C(F)F)C